(2s)-1-[(2s)-2-methyl-3-sulfanylpropanoyl]pyrrolidine-2-carboxylic acid C[C@@H](C(=O)N1[C@@H](CCC1)C(=O)O)CS